[Si](C)(C)(C(C)(C)C)OC=1C=C(C(=CC1C)C1=C(C=C(C(=C1)C)O[Si](C)(C)C(C)(C)C)C(C)(C)O)O 4,4'-Bis((tert-butyldimethylsilyl)oxy)-2'-(2-hydroxy-propan-2-yl)-5,5'-dimethyl-[1,1'-biphenyl]-2-ol